(isopropylamino)-6-(piperidin-1-yl)hexanamide tert-Butyl-N-[(1S)-1-{[(1-aminoisoquinolin-6-yl)methyl]carbamoyl}-2-(naphthalen-1-yl)ethyl]carbamate C(C)(C)(C)OC(N[C@@H](CC1=CC=CC2=CC=CC=C12)C(NCC=1C=C2C=CN=C(C2=CC1)N)=O)=O.C(C)(C)NC(C(=O)N)CCCCN1CCCCC1